3-(2-fluoro-4-methoxyphenyl)-N-(2-(4-(trifluoromethyl)piperidin-1-yl)pyrimidin-4-yl)isoxazol-5-amine FC1=C(C=CC(=C1)OC)C1=NOC(=C1)NC1=NC(=NC=C1)N1CCC(CC1)C(F)(F)F